N-[[4-[6-[4-[[4-[4-[(2,6-dioxo-3-piperidyl)amino]phenyl]-1-piperidyl]methyl]phenyl]pyrrolo[2,1-f][1,2,4]triazin-4-yl]-2-methyl-phenyl]methyl]-5-(trifluoromethyl)pyridine-2-carboxamide O=C1NC(CCC1NC1=CC=C(C=C1)C1CCN(CC1)CC1=CC=C(C=C1)C=1C=C2C(=NC=NN2C1)C1=CC(=C(C=C1)CNC(=O)C1=NC=C(C=C1)C(F)(F)F)C)=O